N,N-dimethyl-2-ethylhexylamine CN(C)CC(CCCC)CC